FC(C1=NC=C(C=N1)NC(=O)[C@@H]1CC12CCN(CC2)C(=O)OC(C(F)(F)F)C(F)(F)F)(F)F |o1:11| 1,1,1,3,3,3-hexafluoro-propan-2-yl (R or S)-1-((2-(trifluoro-methyl)pyrimidin-5-yl)carbamoyl)-6-azaspiro[2.5]octane-6-carboxylate